Dichloro-1,1'-bis(diphenylphosphino)ferrocene ClC1=C([C-](C=C1)P(C1=CC=CC=C1)C1=CC=CC=C1)Cl.[C-]1(C=CC=C1)P(C1=CC=CC=C1)C1=CC=CC=C1.[Fe+2]